N(=C=O)CC1CC2C3CC(C(C2C1)C3)CN=C=O Octahydro-2,5-bis(isocyanatomethyl)-4,7-methano-1H-inden